7-(hydroxymethyl)-1-((2-(trimethylsilyl)ethoxy)methyl)-1H-pyrrolo[3,2-b]pyridine-5-carbonitrile OCC1=C2C(=NC(=C1)C#N)C=CN2COCC[Si](C)(C)C